C(C)N(CCC(=O)N(CCCCCCCC(=O)OCCCC(CCCCC)CCCCC)CCCCCCCC(OCCCC(CCCCC)CCCCC)=O)CC 4-pentylnonyl 8-[3-(diethylamino)propanoyl-[8-oxo-8-(4-pentylnonoxy)octyl]amino]octanoate